1,5-Bis[(4-butylphenyl)amino]-9,10-anthraquinone C(CCC)C1=CC=C(C=C1)NC1=CC=CC=2C(C3=C(C=CC=C3C(C12)=O)NC1=CC=C(C=C1)CCCC)=O